C=1(C(=CC=CC1)C#N)C1=CC=CC=C1 [1,1'-biphenyl]-2-nitrile